1-(2-methoxyethyl)-N-(6-(1-methyl-1H-pyrazol-4-yl)isoquinolin-3-yl)pyrrolidine-3-carboxamide COCCN1CC(CC1)C(=O)NC=1N=CC2=CC=C(C=C2C1)C=1C=NN(C1)C